FC=1C=NC(=NC1)NC1CCC(CC1)OC1=C2C=CC=NC2=CC(=N1)N1CCOCC1 5-fluoro-N-((1s,4s)-4-((7-morpholino-1,6-naphthyridin-5-yl)oxy)cyclohexyl)pyrimidin-2-amine